ethyl 5-(((1R)-1-(2-(azidomethyl)-2-(((tert-butyldimethylsilyl)oxy)methyl)-5-fluoro-2,3-dihydrobenzofuran-7-yl)ethyl)amino)pyrazolo[1,5-a]pyrimidine-3-carboxylate N(=[N+]=[N-])CC1(OC2=C(C1)C=C(C=C2[C@@H](C)NC2=NC=1N(C=C2)N=CC1C(=O)OCC)F)CO[Si](C)(C)C(C)(C)C